1-(2-Fluoroethyl)-4-((2S,3S)-2-methylpyrrolidin-3-yl)piperazine dihydrochloride Cl.Cl.FCCN1CCN(CC1)[C@@H]1[C@@H](NCC1)C